(3R,9aS)-3-(3-chloro-4-fluoro-phenyl)-1,3,4,6,7,8,9,9a-octahydropyrazino[2,1-c][1,4]oxazine ClC=1C=C(C=CC1F)[C@@H]1CN2[C@H](CO1)CNCC2